Cl.O=C1NC(CCC1NC1=CC=C(C=C1)C1CCN(CC1)CC(=O)O)=O 2-[4-[4-[(2,6-dioxo-3-piperidyl)amino]phenyl]-1-piperidyl]acetic acid hydrochloric acid salt